ClC=1C=C(C=CC(=O)O)C=C(C1)Cl 3,5-dichlorocinnamic acid